NC1=NN2C(C=C(C=C2)C=2C(=C(OCCC(C(C)(O)C3=CC=CC=C3)(F)F)C=CC2)F)=N1 5-(3-(2-amino-[1,2,4]triazolo[1,5-a]pyridin-7-yl)-2-fluorophenoxy)-3,3-difluoro-2-phenylpentan-2-ol